ClC1=CC(=C(C=C1)NC(=O)C1=NC=CC(=C1)C(F)(F)F)C(N[C@H](C(C(=O)NC1CC1)=O)C[C@H]1C(N[C@@H](C1)C)=O)=O N-[4-chloro-2-[[(1S)-3-(cyclopropylamino)-1-[[(3S,5R)-5-methyl-2-oxo-pyrrolidin-3-yl]methyl]-2,3-dioxo-propyl]carbamoyl]phenyl]-4-(trifluoromethyl)pyridine-2-carboxamide